tertiary butylcumyl peroxide C(C)(C)(C)OOC(C)(C)C1=CC=CC=C1